C1(CC1)C1=C(C=C(N)C=C1)C1=NN(N=C1)C 4-cyclopropyl-3-(2-methyl-2H-1,2,3-triazol-4-yl)aniline